BrC=1C(=NC(=NC1)NC1=CC2=C(N(C(N2C)=O)C)C=C1)NC1=C(C=CC=C1)S(=O)(=O)C(C)C 5-[[5-bromo-4-(2-isopropylsulfonylanilino)pyrimidin-2-yl]amino]-1,3-dimethyl-benzimidazol-2-one